BrC1=NC=CC(=C1[N+](=O)[O-])OC 2-bromo-4-methoxy-3-nitropyridine